Methyl (S,Z)-2-((((9H-fluoren-9-yl)methoxy)carbonyl)amino)-3-(3-(2,3-bis(tert-butoxycarbonyl)guanidino)phenyl)propanoate C1=CC=CC=2C3=CC=CC=C3C(C12)COC(=O)N[C@H](C(=O)OC)CC1=CC(=CC=C1)N/C(=N/C(=O)OC(C)(C)C)/NC(=O)OC(C)(C)C